methoxy-4H-isoxazole COC1=NOCC1